(1R,9R)-4-hydroxy-10,10-dimethyl-3-azatricyclo[7.1.1.02,7]undeca-2(7),3,5-triene-5-carbonitrile OC1=NC=2[C@H]3C([C@@H](CC2C=C1C#N)C3)(C)C